FC12CC(C(CC1)(CC2)C(=O)OCC)=O ethyl 4-fluoro-2-oxobicyclo[2.2.2]octane-1-carboxylate